7-chloro-5-trifluoromethylsulfanyl-2,3-dihydro-1H-inden-4-amine ClC1=CC(=C(C=2CCCC12)N)SC(F)(F)F